C12C3C(C(C=C1)O2)C(=O)OC3=O 7-oxabicyclo[2.2.1]hepta-5-ene-2,3-dicarboxylic anhydride